C(C)(C)OC1=CC=C2C(=C1)CN(C(C21CCN(CC1)C1CCC(CC1)C(C)C)=O)CCNS(=O)(=O)C N-(2-(7-isopropoxy-1'-((1s,4s)-4-isopropyl-cyclohexyl)-3-oxo-1H-spiro[isoquinoline-4,4'-piperidin]-2(3H)-yl)ethyl)methane-sulfonamide